ClC1=C(C=CC(=C1)Cl)C(CN1C=NC=C1)OCC=C (+)-allyl 1-(2,4-dichlorophenyl)-2-imidazol-1-ylethyl ether